3-(4-(2-fluorophenyl)-2-(methylthio)-5,6-dihydro-7H-pyrrolo[2,3-d]pyrimidin-7-yl)-N,5-dimethylhexanamide FC1=C(C=CC=C1)C=1C2=C(N=C(N1)SC)N(CC2)C(CC(=O)NC)CC(C)C